FC(C=1C=C(C(=O)NC(C)C=2C(=NC=CN2)C(=O)NC2=CC=C(C=C2)C#N)C=C(C1)C(F)(F)F)(F)F 3-[1-[[3,5-bis(trifluoromethyl)benzoyl]amino]ethyl]-N-(4-cyanophenyl)pyrazine-2-carboxamide